dysprosium(III) carbonate C([O-])([O-])=O.[Dy+3].C([O-])([O-])=O.C([O-])([O-])=O.[Dy+3]